methyl 3-[4-(1-ethoxyvinyl)-5-methyl-5,6-dihydropyrazolo[1',5':1,2]pyrido[3,4-d]pyridazin-9-yl]bicyclo[1.1.1]pentane-1-carboxylate C(C)OC(=C)C=1C2=C(C=NN1)C=1N(CC2C)N=C(C1)C12CC(C1)(C2)C(=O)OC